chromen-5-yl piperazine-1-carboxylate N1(CCNCC1)C(=O)OC1=C2C=CCOC2=CC=C1